(1r,4r)-4-((5-(1,4-dimethyl-1H-pyrazol-3-yl)-2-(methylthio)pyrimidin-4-yl)amino)cyclohexan-1-ol CN1N=C(C(=C1)C)C=1C(=NC(=NC1)SC)NC1CCC(CC1)O